OC1=C(C=C(C=C1C(F)(F)F)C(F)(F)F)N1CNCC1 1-(2-hydroxy-3,5-bis(trifluoromethyl)phenyl)imidazolidine